Racemic-methyl 4-amino-3-((3-methoxy-3-methylbutan-2-yl)amino)benzoate NC1=C(C=C(C(=O)OC)C=C1)N[C@H](C)C(C)(C)OC |r|